N(=[N+]=[N-])[C@@]1([C@H]([C@H]2[C@H](CN(C2)CC)C1)CCCB1OC(C(O1)(C)C)(C)C)C(=O)OCC1=CC=CC=C1 Benzyl (3aR,4S,5S,6aR)-5-azido-2-ethyl-4-(3-(4,4,5,5-tetramethyl-1,3,2-dioxaborolan-2-yl)propyl)octahydrocyclopenta[c]pyrrole-5-carboxylate